NC=1C2=C(N=CN1)N(C(=C2C2=CC=C(C=C2)OC2=NC(=CC=C2)C)C=2C=NN(C2)C2CCN(CC2)C(\C=C\C)=O)C (E)-1-(4-(4-(4-amino-7-methyl-5-(4-((6-methylpyridin-2-yl)oxy)phenyl)-7H-pyrrolo[2,3-d]pyrimidin-6-yl)-1H-pyrazol-1-yl)piperidin-1-yl)but-2-en-1-one